CC=1N=C2N(N=C(C=C2C)C2=CC3=CN(N=C3C(=C2)F)C2CCN(CC2)CCO)C1 2-[4-[5-(2,8-dimethylimidazo[1,2-b]pyridazin-6-yl)-7-fluoro-indazol-2-yl]-1-piperidyl]ethanol